4-[(2-cyclohexylethyl)amino]-2-[(1-methyl-1H-pyrazol-4-yl)amino]pyrimidine-5-carboxamide C1(CCCCC1)CCNC1=NC(=NC=C1C(=O)N)NC=1C=NN(C1)C